(allyl-styrene) methyl-methacrylate COC(C(=C)C)=O.C(C=C)C=CC1=CC=CC=C1